N-(4-cyclopropyltetrahydro-2H-pyran-4-yl)-1-(3-(4-methoxyphenyl)-1,2,4-oxadiazol-5-yl)piperidine-4-carboxamide C1(CC1)C1(CCOCC1)NC(=O)C1CCN(CC1)C1=NC(=NO1)C1=CC=C(C=C1)OC